C(#N)C=1C=C(C=CC1N1CCCC1)C1=CC(C(=CN1C1=CC2=C(N=C(S2)C)C=C1)C(=O)O)=O 6-(3-cyano-4-(pyrrolidin-1-yl)phenyl)-1-(2-methylbenzo[d]thiazol-6-yl)-4-oxo-1,4-dihydropyridine-3-carboxylic acid